Cl.FC1(CC(C1)(C)CN)F (3,3-difluoro-1-methylcyclobutyl)methanamine hydrochloride